C(C)(CC)C=1C=C(C=CC1OC1=CC=NC2=CC(=C(C=C12)OC)OC)N1C(N(CC1=O)C=1C=NC=C(C1)C(F)(F)F)=O 3-{3-sec-butyl-4-[(6,7-dimethoxy-4-quinolinyl)oxy]phenyl}-1-[5-(trifluoromethyl)-3-pyridinyl]-2,4-imidazolidinedione